ClC1=NC(=CC(=N1)C(=O)OC)N1[C@H](COCC1)CC methyl (S)-2-chloro-6-(3-ethyl-morpholino)pyrimidine-4-carboxylate